tert-butyl 4-((1'-(3-chloro-2-cyanophenyl)-2'-oxospiro[cyclohexane-1,3'-indolin]-5'-yl)methyl)piperidine-1-carboxylate ClC=1C(=C(C=CC1)N1C(C2(C3=CC(=CC=C13)CC1CCN(CC1)C(=O)OC(C)(C)C)CCCCC2)=O)C#N